3-(4,6-dichloro-5-(4,4-difluoropiperidin-1-yl)-1H-benzo[d]Imidazol-2-yl)-3-(4-(ethylsulfonyl)phenyl)propan-1-ol ClC1=C(C(=CC=2NC(=NC21)C(CCO)C2=CC=C(C=C2)S(=O)(=O)CC)Cl)N2CCC(CC2)(F)F